FC=1C(=NC=CC1CN1C(OC2=C(C=CC(=C2)OC=2N=NC=CN2)C12CCC2)=O)NS(=O)(=O)NC 3-{[3-fluoro-2-(methylaminosulfonylamino)-4-pyridyl]methyl}-7-(1,2,4-triazin-3-yloxy)-2H,3H-spiro[1,3-benzoxazine-4,1'-cyclobutan]-2-one